N-(5,6-difluoro-1H-indol-3-yl)-5-(difluoromethoxy)pyridine-2-carboxamide FC=1C=C2C(=CNC2=CC1F)NC(=O)C1=NC=C(C=C1)OC(F)F